1-{1-[6-(trifluoromethyl)pyridin-3-yl]ethyl}-1H,4H,5H-pyrazolo[3,4-d]pyrimidin-4-one FC(C1=CC=C(C=N1)C(C)N1N=CC2=C1N=CNC2=O)(F)F